N-((1,3-dihydroisobenzofuran-5-yl)methyl)-4-(5-methyl-2-((1-methyl-1H-pyrazol-5-yl)amino)pyrimidin-4-yl)oxazole-2-carboxamide C1OCC2=CC(=CC=C12)CNC(=O)C=1OC=C(N1)C1=NC(=NC=C1C)NC1=CC=NN1C